(S)-2-((R)-7-(tert-Butoxycarbonyl)-1-oxo-2,7-diazaspiro[4.4]non-2-yl)-3-methylbutyric acid C(C)(C)(C)OC(=O)N1C[C@@]2(CCN(C2=O)[C@H](C(=O)O)C(C)C)CC1